di(3-butenyl)zinc C(CC=C)[Zn]CCC=C